((5-fluoro-2,3-dihydrobenzofuran-4-yl)methyl)-8-(furan-2-yl)-[1,2,4]triazolo[4,3-c]pyrimidin-5-amine FC=1C=CC2=C(CCO2)C1CC1=NN=C2N1C(=NC=C2C=2OC=CC2)N